6-deutero-uracil [2H]C1=CC(NC(N1)=O)=O